N-(cyclopropyl(3-methylpyridin-2-yl)methyl)-4-fluoro-7-methyl-1H-indole C1(CC1)C(N1C=CC2=C(C=CC(=C12)C)F)C1=NC=CC=C1C